BrCC=1C=CC(=C(O[C@H](C(=O)OC)CC)C1)Cl (S)-Methyl 2-(5-(bromomethyl)-2-chlorophenoxy)butanoate